OC1(C(NC(N=C1O)=O)=O)C 5,6-dihydroxythymine